O=C1C2(CCC(C1=CC1=CC=C(C=C1)S(=O)(=O)O)C2(C)C)C alpha-(2-oxo-bornan-3-ylidene)toluene-4-sulfonic acid